7-chloro-4-(dimethylamino)-2-oxoquinazolin ClC1=CC=C2C(=NC(NC2=C1)=O)N(C)C